4-{[6,7-bis(methyloxy)quinolin-4-yl]oxy}-3-fluoro-N-(3-phenylpropyl)benzenesulfonamide COC=1C=C2C(=CC=NC2=CC1OC)OC1=C(C=C(C=C1)S(=O)(=O)NCCCC1=CC=CC=C1)F